Orthovalerat C(CCCC)([O-])([O-])[O-]